C(C)(C)(C)C1=C(C(=NC=2CN(CCC12)C(=O)O)OCC1=C(C=C(C=C1)C)Cl)I.ClC1=CC=C(C=C1)C=1C2=CC=C(N2)C(=C2C=CC(C(=C3C=CC(=C(C=4C=CC1N4)C4=CC=C(C=C4)Cl)N3)C3=CC=C(C=C3)Cl)=N2)C2=CC=C(C=C2)Cl 5,10,15,20-tetrakis(4'-chlorophenyl)porphyrin tert-butyl-2-((2-chloro-4-methylbenzyl)oxy)-3-iodo-5,8-dihydro-1,7-naphthyridine-7(6H)-carboxylate